R-(1-methyl-pyrrolidine-2-yl)acrylic acid ethyl ester C(C)OC(C(=C)[C@@H]1N(CCC1)C)=O